C(C)(C)(C)OC(=O)N1C[C@@H](N(CC1)C1=CC=C(C=N1)B(O)O)C (S)-(6-(4-(tert-butoxycarbonyl)-2-methylpiperazin-1-yl)pyridin-3-yl)boronic acid